3-(N-Styrylmethyl-2-aminoethylamino)propyl-trimethoxysilane C(=CC1=CC=CC=C1)CN(CCC[Si](OC)(OC)OC)CCN